8-bromo-7-methyl-6-nitro-chroman BrC=1C(=C(C=C2CCCOC12)[N+](=O)[O-])C